5-tert-Butyl 3-ethyl 2-(hept-4-yn-1-yl)-2,4,6,7-tetrahydro-5H-pyrazolo[4,3-c]pyridine-3,5-dicarboxylate C(CCC#CCC)N1N=C2C(CN(CC2)C(=O)OC(C)(C)C)=C1C(=O)OCC